C(C)(C)NC(O)=O.C(C)(C)(C)N1N=C(C=C1NC1=NC=C(C=C1)CC#N)[C@@H]1C=CCC1 (1R,3S)-3-(1-(tert-butyl)-5-((5-(cyanomethyl)pyridin-2-yl)amino)-1H-pyrazol-3-yl)cyclopentene isopropyl-carbamate